Benzimidazolyl-guanidine xylylenediacetate C=1(C(=CC=CC1)CCC(=O)O)CCC(=O)O.N1=C(NC2=C1C=CC=C2)NC(=N)N